NC1=NC(=C2N=CN(C2=N1)[C@H]1C[C@H](C1)COP(=O)(OC1=CC=C(C=C1)Br)N[C@H](C)C(=O)OC)OC Methyl (((cis-3-(2-amino-6-methoxy-9H-purin-9-yl)cyclobutyl) methoxy)(4-bromophenoxy) phosphoryl)-D-alaninate